NC1=C(C=2N=C(C=3C=CC=NC3C2N1C1=C(C(=CC=C1C)OC)C)C)C(=O)N 2-amino-1-(3-methoxy-2,6-dimethylphenyl)-5-methyl-1H-pyrrolo[3,2-h][1,6]naphthyridine-3-carboxamide